C(C)(C)(C)OC(=O)NC1CCC(CC1)C(CN1CCN(CC1)C(=O)OCC1=CC=CC=C1)=O benzyl 4-[2-[4-(tert-butoxycarbonylamino)cyclohexyl]-2-oxo-ethyl]piperazine-1-carboxylate